N(N)C=1C=NC=C(C1)C(F)(F)F 3-hydrazino-5-(trifluoromethyl)pyridine